(Z)-20-((4-methoxybenzyl)oxy)-3-nonyleicosa-13-en-1-ol COC1=CC=C(COCCCCCC\C=C/CCCCCCCCCC(CCO)CCCCCCCCC)C=C1